CN(/C=C/C(=O)C=1OC=CC1)C (E)-3-(dimethylamino)-1-(furan-2-yl)-2-propen-1-one